C1(CCCC1)N1[C@@H](C(N(C=2C=NC(=NC12)NC1=C(C=C(C=C1)C1=NOC(=N1)CN1CCC(CC1)O)OC)C)=O)CC (R)-8-cyclopentyl-7-ethyl-2-((4-(5-((4-hydroxypiperidin-1-yl)methyl)-1,2,4-oxadiazol-3-yl)-2-methoxyphenyl)amino)-5-methyl-7,8-dihydropteridin-6(5H)-one